C(C1=CC=CC=C1)OC(=O)C=1C=NC=CC=NC1 [1,5]Diazocine-3-carboxylic acid benzyl ester